CC1(CN(C=2C=CC3=C(C12)C=CC=C3)CCCCS(=O)(=O)O)C 1,1-dimethyl-3-(4-sulfobutyl)-1H-benzo[E]Indole